BrC1=CC=CC=2N(C(NC21)=O)[C@H]2CC[C@H](CC2)C(=O)NC2=CC(=C(C=C2)C)C (Cis)-4-(4-bromo-2-oxo-2,3-dihydro-1H-1,3-benzodiazol-1-yl)-N-(3,4-dimethylphenyl)cyclohexane-1-carboxamide